1-azido-23-bromo-3,6,9,12,15,18,21-heptaoxatricosane N(=[N+]=[N-])CCOCCOCCOCCOCCOCCOCCOCCBr